Gallium dioxid [O-2].[O-2].[Ga+3]